C1(=CC=CC=C1)C1CN(C1)C=1C(=NC=CN1)N1CCN(CC1)C(C=C)=O 1-(4-(3-(3-phenylazetidin-1-yl)pyrazin-2-yl)piperazin-1-yl)prop-2-en-1-one